C1N(CCC2=CC=CC=C12)C[C@H](CNC(=O)C1=CC(=NC=N1)NC1CCN(CC1)C(CCCCCCCNC(OC(C)(C)C)=O)=O)O Tert-butyl (S)-(8-(4-((6-((3-(3,4-dihydroisoquinolin-2(1H)-yl)-2-hydroxypropyl)carbamoyl)pyrimidin-4-yl)amino)piperidin-1-yl)-8-oxooctyl)carbamate